Methyl 3-(4-(3,5-difluoro-2-(trifluoro-ethyl)phenyl)piperidine-1-carbonyl)-6,7-dihydro-1H-pyrazolo[4,3-c]pyridine-5(4H)-carboxylate FC=1C(=C(C=C(C1)F)C1CCN(CC1)C(=O)C1=NNC2=C1CN(CC2)C(=O)OC)CC(F)(F)F